CC1=NN(C(=C1[Se]C1=CC=CC=C1)C)S(=O)(=O)C1=CC=C(C)C=C1 3,5-dimethyl-4-(phenylseleno)-1-tosyl-1H-pyrazole